C1(=CC=C(C=C1)S(=O)(=O)OC1=CC=C(C=C1)NC(=O)NC1=CC=C(C=C1)OS(=O)(=O)C1=CC2=CC=CC=C2C=C1)C N-[4-(p-tolylsulfonyloxy)phenyl]-N'-[4-(2-naphthalenesulfonyloxy)phenyl]urea